triethyl-[(trimethoxysilyl)methylcyclopentadienyl]platinum (IV) C(C)[Pt](C1(C=CC=C1)C[Si](OC)(OC)OC)(CC)CC